C(C(C)C)N1C=CC=2C(=NC(=CC21)NC=2SC(=CN2)C)OC2CN(CC2)C(C=C)=O 1-(3-((1-isobutyl-6-((5-methylthiazol-2-yl)amino)-1H-pyrrolo[3,2-c]pyridin-4-yl)oxy)pyrrolidin-1-yl)prop-2-en-1-one